COC[C@H]1C[C@@H](CN1C(C=C)=O)N1N=C(C(=C1NC)C(=O)N)C#CC1=CC=2N(C=C1)N=CC2 1-[(3S,5R)-5-(Methoxymethyl)-1-(prop-2-enoyl)pyrrolidin-3-yl]-5-(methylamino)-3-(2-[pyrazolo[1,5-a]pyridin-5-yl]ethynyl)pyrazole-4-carboxamide